CC(CCCCCO)CCCCCC 6-methyldodecan-1-ol